2-((6-(4-(2-hydroxyethyl)piperazin-1-yl)-2-methylpyrimidin-4-yl)amino)-N-(1,3,5-trimethyl-1H-pyrazol-4-yl)thiazole-5-carboxamide OCCN1CCN(CC1)C1=CC(=NC(=N1)C)NC=1SC(=CN1)C(=O)NC=1C(=NN(C1C)C)C